vanadium tetrahydroxide [OH-].[OH-].[OH-].[OH-].[V+4]